tert-butyl (3R)-1-(4-(4-fluorophenyl)-2-(2H-1,2,3-triazol-2-yl)cyclopentyl)piperidin-3-ylcarbamate FC1=CC=C(C=C1)C1CC(C(C1)N1C[C@@H](CCC1)NC(OC(C)(C)C)=O)N1N=CC=N1